FC1=C(C=CC=C1)N1NC(=CC1=O)C 2-(2-fluorophenyl)-5-methyl-1,2-dihydro-3H-pyrazol-3-one